4-[[3-[1-(cyanomethyl)-3-(trifluoromethyl)pyrazol-4-yl]imidazo[1,2-a]pyrazin-8-yl]amino]-N-[2-(2,5-diazabicyclo[2.2.1]heptan-2-yl)-2-oxo-ethyl]-2-ethyl-benzamide C(#N)CN1N=C(C(=C1)C1=CN=C2N1C=CN=C2NC2=CC(=C(C(=O)NCC(=O)N1C3CNC(C1)C3)C=C2)CC)C(F)(F)F